ClC1=C(C=CC=C1)CC(=O)NC1=CC(=C(C=C1)COC=1C=NC(=CC1)F)S(N)(=O)=O 2-(2-chlorophenyl)-N-(4-(((6-fluoropyridin-3-yl)oxy)methyl)-3-sulfamoylphenyl)acetamide